5-fluoro-N,N-di(propan-2-yl)benzamide FC=1C=CC=C(C(=O)N(C(C)C)C(C)C)C1